6-[3-[1-methyl-1-(4-methyl-1,2,4-triazol-3-yl)ethyl]phenyl]-2-[[(3S)-3-methyl-1-piperidinyl]methyl]-4-(trifluoromethyl)-1H-pyrrolo[2,3-c]pyridin-7-one CC(C)(C1=NN=CN1C)C=1C=C(C=CC1)N1C(C2=C(C(=C1)C(F)(F)F)C=C(N2)CN2C[C@H](CCC2)C)=O